(1R,2S,3R,5R)-3-[5-(4-benzyl-1,3-thiazol-2-yl)-2-chloropyrrolo[2,3-d]pyrimidin-7-yl]-5-[1-(2-phenylethyl)piperidin-4-yl]cyclopentane-1,2-diol C(C1=CC=CC=C1)C=1N=C(SC1)C1=CN(C=2N=C(N=CC21)Cl)[C@H]2[C@@H]([C@@H]([C@H](C2)C2CCN(CC2)CCC2=CC=CC=C2)O)O